C(C=C)(=O)N1[C@H](CN(CC1)C1=NC=NC2=CC(=C3C(=C12)OCCC3)C3=CC=CC1=CC=CC(=C31)Cl)CC#N (S)-2-(1-acryloyl-4-(5-(8-chloronaphthalen-1-yl)-3,4-dihydro-2H-pyrano[2,3-f]quinazolin-10-yl)piperazin-2-yl)acetonitrile